CN(C(CONC(=O)[C@H]1N2C(N([C@H](CC1)C2)OS(=O)(=O)O)=O)=O)C.[NH+]2=CC=CC=C2 pyridinium (2S,5R)-N-[2-(dimethylamino)-2-oxoethoxy]-7-oxo-6-(sulfooxy)-1,6-diazabicyclo[3.2.1]octane-2-carboxamide